FC1=C(OCC2=NC=CC(=N2)OC2CCN(CC2)C(C(=O)NC2=C(C=C(C(=O)OC)C=C2)NC[C@H]2OCC2)C)C=CC(=C1)F Methyl 4-(2-(4-((2-((2,4-difluorophenoxy)methyl)pyrimidin-4-yl)oxy)piperidin-1-yl)propanamido)-3-((((S)-oxetan-2-yl)methyl)amino)benzoate